CC=1SC(=CC1C(=O)NC1=NC(=NS1)CN(CC)CC)C1=CC(=CC=C1)C#N 2-methyl-5-(3-cyanophenyl)-N-(3-((diethylamino)methyl)-1,2,4-thiadiazol-5-yl)thiophene-3-carboxamide